5-(2-bromophenyl)thio-3-(1-(sec-butyl)piperidin-4-yl)-1H-indole formate C(=O)O.BrC1=C(C=CC=C1)SC=1C=C2C(=CNC2=CC1)C1CCN(CC1)C(C)CC